C1(CC1)CN[C@H]1CN(CCC1)C=1C=CC(=NC1)C1(COC1)C(=O)NC=1C=NC=C(C1)N(C)C (R)-3-(5-(3-((cyclopropylmethyl)amino)piperidin-1-yl)pyridin-2-yl)-N-(5-(dimethylamino)pyridin-3-yl)oxetane-3-carboxamide